C(C1=CC=CC=C1)N1C[C@@]([C@@H](C1)CNC(=O)OC(C)(C)C)(C(=O)OCC)F Ethyl (3S,4R)-1-benzyl-4-({[(tert-butoxy)carbonyl]amino}methyl)-3-fluoropyrrolidine-3-carboxylate